FC(C(=O)F)(C)C fluoroisobutanoic acid fluoride